(2-chloro-4-(trifluoromethyl)phenyl)-2-(2-(3,6-dihydro-2H-pyran-4-yl)-5-ethyl-6-(3-(methylamino)pyrrolidin-1-yl)-7-oxo-[1,2,4]triazolo[1,5-a]pyrimidin-4(7H)-yl)acetamide ClC1=C(C=CC(=C1)C(F)(F)F)C(C(=O)N)N1C=2N(C(C(=C1CC)N1CC(CC1)NC)=O)N=C(N2)C=2CCOCC2